3-chloro-1-(3-chloro-2-pyridyl)-pyrazole-5-carboxylic acid ethyl ester C(C)OC(=O)C1=CC(=NN1C1=NC=CC=C1Cl)Cl